methyl 6-(2,4-dichlorophenyl)-5-(((trifluoromethyl)sulfonyl)oxy)-7,8-dihydronaphthalene-2-carboxylate ClC1=C(C=CC(=C1)Cl)C1=C(C=2C=CC(=CC2CC1)C(=O)OC)OS(=O)(=O)C(F)(F)F